C(C=CC=CC=CC=CC=CC=CCCCCCCCCC)(=O)OC[C@@H](OC(C=CC=CC=CC=CC=CC=CCCCCCCCCC)=O)COP(=O)(O)OCCN 1,2-didocosahexaenoyl-sn-glycero-3-phosphoethanolamin